OCC1CC(CC1)C(=O)O 3-(HYDROXYMETHYL)-CYCLOPENTANECARBOXYLIC ACID